[6-[[5-[1-(trifluoromethyl)cyclopropyl]-1H-1,2,4-triazol-3-yl]methyl]-2-azaspiro[3.3]heptan-2-yl]-[6-[3-(trifluoromethyl)-1,2,4-triazol-1-yl]-2-azaspiro[3.3]heptan-2-yl]methanone FC(C1(CC1)C1=NC(=NN1)CC1CC2(CN(C2)C(=O)N2CC3(C2)CC(C3)N3N=C(N=C3)C(F)(F)F)C1)(F)F